NC(C(=O)NC=1C(=CC=2N=CN=C(C2N1)C=1C(=NN(C1)C)C1=CC=CC=C1)OC)=C (S)-2-amino-N-(7-methoxy-4-(1-methyl-3-phenyl-1H-pyrazol-4-yl)pyrido[3,2-d]pyrimidin-6-yl)acrylamide